2,3-dichlorobutanol ClC(CO)C(C)Cl